tetraethylene glycol methylpropyl ether CC(CC)OCCOCCOCCOCCO